FC1(CCN(CC1)C[C@H]1OCCN2C3=CC=CC=C3C(C=3C(NC(C3C=3C=4C=CC=CC4N(CC1)C3)=O)=O)=C2)F (18S)-18-[(4,4-difluoropiperidin-1-yl)methyl]-17-oxa-4,14,21-triazahexacyclo[19.6.1.1^{7,14}.0^{2,6}.0^{8,13}.0^{22,27}]nonacosa-1(28),2(6),7(29),8,10,12,22(27),23,25-nonaene-3,5-dione